pyridin-1-ium fluoroborate F[B-](F)(F)F.[NH+]1=CC=CC=C1